(2S,3R,E)-2-aminoheptacos-4-ene-1,3-diol N[C@@H](CO)[C@@H](\C=C\CCCCCCCCCCCCCCCCCCCCCC)O